N-(2-butoxyphenyl)-7-methoxy-2-(trifluoromethyl)-2H-chromene-3-carboxamide C(CCC)OC1=C(C=CC=C1)NC(=O)C=1C(OC2=CC(=CC=C2C1)OC)C(F)(F)F